1-N-(4-(tetrahydro-2H-pyran-4-yl)phenyl)cyclohexane-1,4-diamine O1CCC(CC1)C1=CC=C(C=C1)NC1CCC(CC1)N